BrC=1C(=NN(C1)C(=O)OC(C)(C)C)C tert-butyl 4-bromo-3-methyl-1H-pyrazole-1-carboxylate